allyl 2-chloroacrylate ClC(C(=O)OCC=C)=C